OCC=1OC2=C(C1)C=CC=C2OC2=C(C(=O)OC)C=CC=C2 methyl ((2-(hydroxymethyl)benzofuran-7-yl)oxy)benzoate